5-benzyl-1-methyl-octahydro-2H-pyrrolo[3,2-c]pyridin-2-one C(C1=CC=CC=C1)N1CC2C(CC1)N(C(C2)=O)C